C12(CC1)NC=1C=3C(=NC=CC3N=CN1)OC2 10H-7-oxa-1,3,6,10-tetraazaspiro[cyclohepta[de]naphthalene-9,1'-cyclopropan]